[Na+].C1(=CC=CC=C1)P([O-])([O-])=O.[Na+] phenylphosphonic acid sodium salt